C(C)(C)(C)OC(=O)N1CC=2N=C(N=C(C2C1)C1=CC(=CC=C1)N1C(CCC1)=O)Cl 2-chloro-4-(3-(2-oxopyrrolidin-1-yl)phenyl)-5,7-dihydro-6H-pyrrolo[3,4-d]Pyrimidine-6-carboxylic acid tert-butyl ester